(5S)-5-{[(3S)-3-Fluoropyrrolidin-1-yl]carbonyl}-2-(4-methylbenzyl)-5,6,7,8-tetrahydro[1,2,4]triazolo[4,3-a]pyridin-3(2H)-on F[C@@H]1CN(CC1)C(=O)[C@@H]1CCCC=2N1C(N(N2)CC2=CC=C(C=C2)C)=O